C(C)(C)(C)OC(=O)N1[C@H](CN(CC1)C(NC=1SC(=C(N1)C1=CC(=CC=C1)C#N)C1=CC(=NC(=C1)C)Cl)=O)C(=O)O (2R)-1-tert-butoxycarbonyl-4-[[5-(2-chloro-6-methyl-4-pyridyl)-4-(3-cyanophenyl)thiazol-2-yl]carbamoyl]piperazine-2-carboxylic acid